((2,2-difluoro-1-(4-trifluoromethylphenyl)vinyl)oxy)trimethylsilane FC(=C(C1=CC=C(C=C1)C(F)(F)F)O[Si](C)(C)C)F